CN1CCN(CC1)CCCC1=CC=C(C=N1)OC1CC(C1)O 3-((6-(3-(4-methylpiperazin-1-yl)propyl)pyridin-3-yl)oxy)cyclobutan-1-ol